2-(5-hydroxy-1-tetrahydropyran-2-yl-indazol-3-yl)pyridine-4-carboxylate OC=1C=C2C(=NN(C2=CC1)C1OCCCC1)C1=NC=CC(=C1)C(=O)[O-]